CC1=C(SC(=C1C(=O)O)S(=O)(=O)N1CCNCC1)C(=O)O 3-methyl-5-(1-piperazinesulfonyl)-2,4-thiophenedicarboxylic acid